2-(bromomethyl)-4,5-diphenyl-oxazole BrCC=1OC(=C(N1)C1=CC=CC=C1)C1=CC=CC=C1